1-((8-(4-(hydroxymethyl)-3-nitrophenoxy)-8-oxooctanoyl)oxy)-2,5-dioxopyrrolidine-3-sulfonic acid sodium salt [Na+].OCC1=C(C=C(OC(CCCCCCC(=O)ON2C(C(CC2=O)S(=O)(=O)[O-])=O)=O)C=C1)[N+](=O)[O-]